5,6-dihydro-4H-benzo[f][1,2,4]triazolo[4,3-a]azepin-4-amine C1=NN=C2N1C1=C(CCC2N)C=CC=C1